6-((R)-5-acryloyl-4-methyl-4,5,6,7-tetrahydropyrazolo[1,5-a]pyrazin-2-yl)-7-((S)-2,4-difluoro-6-(2-methoxyethoxy)phenyl)thieno[3,2-c]pyridin-4-yl trifluoromethanesulfonate FC(S(=O)(=O)OC1=NC(=C(C2=C1C=CS2)C2=C(C=C(C=C2OCCOC)F)F)C2=NN1C([C@H](N(CC1)C(C=C)=O)C)=C2)(F)F